F[C@H]1[C@@H](C1)C(=O)N1C2CN(CC1CC2)C2=CC=NC=1N2N=C(C1)C=1C=NN(C1)C ((1S,2R)-2-fluorocyclopropyl)(3-(2-(1-methyl-1H-pyrazol-4-yl)pyrazolo[1,5-a]pyrimidin-7-yl)-3,8-diazabicyclo[3.2.1]octan-8-yl)methanone